C(#N)C=1C=C(C=CC1F)NC(C1=C(C(=CC=C1OC1=C(C=C(C=C1)F)OC)C(F)(F)F)F)=O N-(3-cyano-4-fluorophenyl)-2-fluoro-6-(4-fluoro-2-methoxyphenoxy)-3-(trifluoromethyl)benzamide